ClC=1C=NC(=NC1)OC1=CC(=C(C=C1)NC(NC(=O)C1CCC(CC1)OC)=O)F 3-{4-[(5-chloropyrimidin-2-yl)oxy]-2-fluorophenyl}-1-(4-methoxycyclohexanecarbonyl)urea